4-Nitrophthalic acid [N+](=O)([O-])C=1C=C(C(C(=O)O)=CC1)C(=O)O